1'-(2,2,2-trifluoroethyl)spiro[chromane-2,4'-piperidin]-4-one FC(CN1CCC2(CC1)OC1=CC=CC=C1C(C2)=O)(F)F